COC(=O)C1C(C1)OC[C@H](C)NC=1C=NN(C(C1C(F)(F)F)=O)COCC[Si](C)(C)C 2-((S)-2-((6-oxo-5-(trifluoromethyl)-1-((2-(trimethylsilyl)ethoxy)methyl)-1,6-dihydropyridazin-4-yl)amino)propoxy)cyclopropane-1-carboxylic acid methyl ester